1-Methyl-2-oxo-4-{2-[4-(2-oxopyrrolidin-1-yl)phenyl]-2,6-diazaspiro[3.4]oct-6-yl}-1,2-dihydroquinoline-3-carbonitrile CN1C(C(=C(C2=CC=CC=C12)N1CC2(CN(C2)C2=CC=C(C=C2)N2C(CCC2)=O)CC1)C#N)=O